N[C@@H](CCCCN)C(=O)C1=NC=CC=C1 lysylpyridine